FC1=CC=C(C=C1)C(N1CCNCC1)C1=CC=C(C=C1)F 1-[di-(4-fluorophenyl)methyl]piperazine